FC1=CC=2N(C=C1)C(=CN2)C2=C1CNC(C1=C(C=C2)NC2=NC(=C(C=C2)[C@@H]2COCC2)CN(C2COC2)C)=O (R)-4-(7-fluoro-imidazo[1,2-a]pyridin-3-yl)-7-((6-((methyl(oxetan-3-yl)amino)methyl)-5-(tetrahydrofuran-3-yl)pyridin-2-yl)amino)isoindolin-1-one